C(C)OC([C@H](C(C)C)NC(C1=CC=C(C=C1)C#C)=O)=O (2S)-ethyl-2-[(4-ethynylbenzoyl)amino]-3-methylbutanoate